N-(6-METHOXY-1-METHYL-1H-INDAZOL-7-YL)-1-(4-(TRIFLUOROMETHYL)PYRIDIN-2-YL)-1H-PYRAZOLE-4-SULFONAMIDE COC1=CC=C2C=NN(C2=C1NS(=O)(=O)C=1C=NN(C1)C1=NC=CC(=C1)C(F)(F)F)C